NC1=NC=CC=C1C1=NC=2C(=NC(=CC2)C2=CC=CC=C2)N1C=1C=C2C(C[C@@H](C2=CC1)NC(C1=CC(=C(C=C1)O)C=O)=O)=O N-[(1S)-5-[2-(2-aminopyridin-3-yl)-5-phenylimidazo[4,5-b]pyridin-3-yl]-3-oxo-1,2-dihydroinden-1-yl]-3-formyl-4-hydroxybenzamide